C=C1CCC2(OCCO2)CC1 8-methylene-1,4-dioxa-spiro[4.5]Decane